ClC=1C=C(C=CC1F)NC(N(CC1=CN=C(C2=CC=CC=C12)OC)CC)=O (S)-3-(3-chloro-4-fluorophenyl)-1-ethyl-1-((1-methoxyisoquinolin-4-yl)methyl)urea